BrC1(C(NC(N1)=O)=O)Br dibromoimidazoledione